BrC1=CC=2[C@@H]3[C@H](NC(C2C=C1)=O)CC3 cis-7-bromo-1,2a,3,8b-tetrahydrocyclobuta[c]isoquinolin-4(2H)-one